BrC1=CC=C([C@@H](C)O)C=C1 (R)-4-bromo-alpha-methylbenzyl alcohol